C(#N)C(C[C@@H](C)NC(OC(C)(C)C)=O)(C1=CC=CC=C1)C1=CC=CC=C1 tert-butyl (R)-(4-cyano-4,4-diphenylbutan-2-yl)carbamate